N*5*-(4-chlorophenyl)-6-phenyl-[1,2,4]triazine-3,5-diamine ClC1=CC=C(C=C1)NC=1N=C(N=NC1C1=CC=CC=C1)N